NC=1C(=NC(=CN1)C1=CC=C(C=C1)S(=O)(=O)C(C)C)C1=CC(=NO1)C1=CC=C(CNC(=O)NCC)C=C1 1-(4-(5-(3-amino-6-(4-(isopropylsulfonyl)phenyl)pyrazin-2-yl)isoxazol-3-yl)benzyl)-3-ethylurea